FC1=CC=C(C=C1)C(CC(=O)[O-])CC(=O)[O-] 3-(4-fluorophenyl)-glutarate